CSC=1N=CC2=C(N1)NC(=C2)C(=O)[O-] 2-(methylsulfanyl)-7H-pyrrolo[2,3-d]pyrimidine-6-carboxylate